CN(C=1C=C2N(C(N1)=O)CC1N2CCC1)CC1=C(C=C(C(=C1)F)F)F 3-(methyl(2,4,5-trifluorobenzyl)amino)-7,8,8a,9-tetrahydropyrrolo[1',2':3,4]imidazo[1,2-c]pyrimidin-1(6H)-one